[Cl-].C(C1=CC=CC=C1)[N+](CCCCCCCCCCCCCC)(CC)CC benzyl-diethyl-tetradecyl-ammonium chloride